N1C(=NC=C1)C=1NC=CN1 1H,1'H-2,2'-biimidazole